1-ethyl-3-methylimidazoleacrylamide C(C)N1C(N(C=C1)C)C=CC(=O)N